C1(=CC=CC=C1)CCN 2-phenylethan-amine